ClC=1C=C2C(=NN1)NC[C@@]1(N2C[C@@H](C1)SC1=NC=C(C(=O)OC)C(=C1)C)CC methyl 6-(((6aR,8R)-2-chloro-6a-ethyl-5,6,6a,7,8,9-hexahydropyrrolo[1',2':4,5]pyrazino[2,3-c]pyridazin-8-yl)thio)-4-methylnicotinate